3-bromo-2-{4-[4-(2H3)methyl-1,2,4-triazol-3-yl]piperidin-1-yl}benzonitrile BrC=1C(=C(C#N)C=CC1)N1CCC(CC1)C1=NN=CN1C([2H])([2H])[2H]